2-(3,4-dimethoxyphenyl)-9-methyl-7-(1-methylpiperidin-4-yl)-4H-pyrido[1,2-a]pyrimidin COC=1C=C(C=CC1OC)C=1N=C2N(CC1)C=C(C=C2C)C2CCN(CC2)C